C(#N)C=1C=CC(=C2C=CC=NC12)C1C2(CC2(CN1)C(F)(F)F)C(=O)O (8-cyanoquinolin-5-yl)-5-(trifluoromethyl)-3-azabicyclo[3.1.0]hexane-1-carboxylic acid